6,7-dimethoxynaphthalene tert-butyl-4-[3-methyl-2-oxo-1-(2-trimethylsilylethoxymethyl)benzimidazol-4-yl]-3,6-dihydro-2H-pyridine-1-carboxylate C(C)(C)(C)OC(=O)N1CCC(=CC1)C1=CC=CC=2N(C(N(C21)C)=O)COCC[Si](C)(C)C.COC=2C=C1C=CC=CC1=CC2OC